1,1-bis(4-hydroxy-3,5-dimethylphenyl)-1-phenylethane OC1=C(C=C(C=C1C)C(C)(C1=CC=CC=C1)C1=CC(=C(C(=C1)C)O)C)C